O\N=C\C1CCN(CC1)C(=O)OC(C)(C)C tert-Butyl 4-[(1E)-(hydroxyimino)methyl]piperidine-1-carboxylate